NC1=NC=2C=CC(=CC2C2=C1[C@@H](OC2)C)C(=O)N(CC2=NC=C(C=C2)C(F)(F)F)[C@@H]2[C@H](C2)OCC (3S)-4-amino-N-((1S,2S)-2-ethoxycyclopropyl)-3-methyl-N-((5-(trifluoromethyl)-2-pyridinyl)methyl)-1,3-dihydrofuro[3,4-c]quinoline-8-carboxamide